OCCN1C(N(C(C1=O)(C)C)CCO)=O bis-hydroxyethyl-5,5-dimethylhydantoin